3-oxo-3-[4-(methoxy)phenyl]Propionic acid methyl ester COC(CC(C1=CC=C(C=C1)OC)=O)=O